FC1=C(C(=CC=C1)OCC#C)C1CC(=NO1)C=1N=C(SC1)C1CCN(CC1)C(C)=O 1-[4-(4-{5-[2-fluoro-6-(prop-2-yn-1-yloxy)phenyl]-4,5-dihydro-1,2-oxazol-3-yl}-1,3-thiazol-2-yl)piperidin-1-yl]ethanone